Phenyl alpha-D-glucopyranoside O([C@@H]1[C@H](O)[C@@H](O)[C@H](O)[C@H](O1)CO)C1=CC=CC=C1